[3-(2-methoxy-1-methyl-vinyl)-4-methyl-phenyl]isoxazole COC=C(C)C=1C=C(C=CC1C)C1=NOC=C1